tert-butyl 3-bromo-3-methyl-2-oxopyrrolidine-1-carboxylate BrC1(C(N(CC1)C(=O)OC(C)(C)C)=O)C